ClC1=CC=C(C=C1)C1NCCC=2C3=CC=CC=C3NC12 1-(4-chlorophenyl)-tetrahydro-beta-carboline